2-[4-fluoro-3-(trifluoromethoxy)phenyl]-1-(4-{[1,2,4]triazolo[4,3-b]pyridazin-6-yl}piperazin-1-yl)ethan-1-one FC1=C(C=C(C=C1)CC(=O)N1CCN(CC1)C=1C=CC=2N(N1)C=NN2)OC(F)(F)F